3,5-dichloro-N-(3,5-dimethyltricyclo[3.3.1.13,7]dec-1-yl)benzenesulfonamide ClC=1C=C(C=C(C1)Cl)S(=O)(=O)NC12CC3(CC(CC(C1)C3)(C2)C)C